(R)-6-(2-(3'-(tert-butyl)-[1,1'-biphenyl]-3-yl)-2-hydroxyacetyl)-2-(1-(3-cyclohexylphenyl)cyclopropyl)-3,5,6,7,8,9-hexahydro-4H-pyrimido[5,4-c]azepin-4-one C(C)(C)(C)C=1C=C(C=CC1)C1=CC(=CC=C1)[C@H](C(=O)N1CC2=C(CCC1)N=C(NC2=O)C2(CC2)C2=CC(=CC=C2)C2CCCCC2)O